C(C)(C)(C)OC(=O)N1[C@H](CN(CC1)C=1C=NC(=CC1C)N1C(=CC=C1C)C)C(O[SiH2]C(C)(C)C)(C)C (R)-2-(tert-butyl-dimethyl-silanyloxymethyl)-4-[6-(2,5-dimethyl-pyrrol-1-yl)-4-methylPyridin-3-yl]Piperazine-1-carboxylic acid tert-butyl ester